6-((1-acryloylpiperidin-4-yl)oxy)-N-(4-fluorobenzyl)-7-methoxyquinazoline-4-carboxamide C(C=C)(=O)N1CCC(CC1)OC=1C=C2C(=NC=NC2=CC1OC)C(=O)NCC1=CC=C(C=C1)F